erucic acid iron-manganese [Mn].[Fe].C(CCCCCCCCCCC\C=C/CCCCCCCC)(=O)O